O1[C@H](COCC1)CNS(=O)(=O)N1C[C@H](CC1)NC1=C2N=CN(C2=NC(=N1)N[C@H]([C@@H](C)O)CC)CC (S)-N-(((S)-1,4-dioxan-2-yl)methyl)-3-((9-ethyl-2-(((2R,3S)-2-hydroxypentan-3-yl)-amino)-9H-purin-6-yl)amino)pyrrolidine-1-sulfonamide